(S)-N-((S)-1-amino-3-phenylpropan-2-yl)-3-(5-(4-nitrophenyl)-4-methylthiazol-2-yl)-2-propionamidopropionamide NC[C@H](CC1=CC=CC=C1)NC([C@H](CC=1SC(=C(N1)C)C1=CC=C(C=C1)[N+](=O)[O-])NC(CC)=O)=O